OC(CC(CN)(CN)CC(C)O)C di(2-hydroxypropyl)-1,3-propanediamine